N1(CCC[C@@]12COCC2)C2=NC1=CC=C(C=C1C=C2)CN2C[C@H](CC2)OC=2C=C1CN(C(C1=CC2)=O)C2C(NC(CC2)=O)=O 3-(5-(((S)-1-((2-((R)-7-Oxa-1-azaspiro[4.4]nonan-1-yl)quinolin-6-yl)methyl)pyrrolidin-3-yl)oxy)-1-oxoisoindolin-2-yl)piperidine-2,6-dione